ClC=1C(=NC=CC1)O[C@@H]1CCN(C2(CC2)C1)C(CN1N=C(C=2CCCCC12)C(=O)N1CCC(CC1)OCCO)=O |o1:8| (R or S)-1-(7-((3-chloropyridin-2-yl)oxy)-4-azaspiro[2.5]octan-4-yl)-2-(3-(4-(2-hydroxyethoxy)piperidine-1-carbonyl)-4,5,6,7-tetrahydro-1H-indazol-1-yl)ethanone